N-(2-((2R,3R,4R,5R)-3,4-BIS((TERT-BUTYLDIMETHYLSILYL)OXY)-5-(((TERT-BUTYLDIMETHYLSILYL)OXY)METHYL)TETRAHYDROFURAN-2-YL)-3-OXO-2,3-DIHYDRO-1,2,4-TRIAZIN-5-YL)CYCLOPROPANE-CARBOXAMIDE [Si](C)(C)(C(C)(C)C)O[C@H]1[C@@H](O[C@@H]([C@H]1O[Si](C)(C)C(C)(C)C)CO[Si](C)(C)C(C)(C)C)N1N=CC(=NC1=O)NC(=O)C1CC1